N1(CCCC1)C=1C=C(C#N)C=CC1 3-(pyrrolidin-1-yl)benzonitrile